phenyl-N-methyl-methanesulfonamide C1(=CC=CC=C1)CS(=O)(=O)NC